N-(3-(1H-pyrazol-4-yl)-1H-indol-7-yl)-3-amino-2-cyclohexylpropionamide N1N=CC(=C1)C1=CNC2=C(C=CC=C12)NC(C(CN)C1CCCCC1)=O